2-(4-(hydroxymethyl)piperidin-1-yl)-N-phenylethanesulfonamide OCC1CCN(CC1)CCS(=O)(=O)NC1=CC=CC=C1